CS(=O)(=O)NC=1C=C(C=CC1)B(O)O 3-(methylsulfonylamino)phenyl-boronic acid